3-(2-(azetidin-1-yl)ethyl)-5-methoxy-1H-indole N1(CCC1)CCC1=CNC2=CC=C(C=C12)OC